FC1(CCN(CC1)C1=CC(=CC=2CCOC21)NC(C2=C(C=C(C=C2)I)N2CCC1(CC3(CC3)C1)CC2)=O)F N-(7-(4,4-difluoropiperidin-1-yl)-2,3-dihydrobenzofuran-5-yl)-2-(8-azadispiro[2.1.55.13]undecan-8-yl)-4-iodobenzamide